C1C(O)C(C)=CC=C1C(C)C dihydrocarvacrol